N-(4-(4,4-difluorocyclohexyl)-6-(2,5-difluorophenyl)pyrimidin-5-yl)-3-methoxyisothiazole-5-carboxamide FC1(CCC(CC1)C1=NC=NC(=C1NC(=O)C1=CC(=NS1)OC)C1=C(C=CC(=C1)F)F)F